BrC1=CC=C(C=N1)[C@H](C(F)(F)F)N[S@@](=O)C(C)(C)C (S)-N-[(1R)-1-(6-bromo-3-pyridyl)-2,2,2-tri-fluoro-ethyl]-2-methyl-propane-2-sulfinamide